FC1=CC=C(C=C1)NC(=O)C1(CC1)C(=O)NC1=CC=C(C=C1)OC1=CC=NC2=CC(=C(C=C12)/C(=N/OC)/C)OC 1-N'-(4-fluorophenyl)-1-N-[4-[7-methoxy-6-[(E)-N-methoxy-C-methylcarbonimidoyl]quinolin-4-yl]oxyphenyl]cyclopropane-1,1-dicarboxamide